(S)-3-(2-((((3-(2-aminoethyl)-1-((1-methyl-1H-imidazol-4-yl)methyl)-1H-indol-6-yl)methyl)amino)methyl)-1H-indol-3-yl)-5-hydroxyisoindolin-1-one NCCC1=CN(C2=CC(=CC=C12)CNCC=1NC2=CC=CC=C2C1[C@H]1NC(C2=CC=C(C=C12)O)=O)CC=1N=CN(C1)C